5-((4-Fluorophenyl)carbamoyl)-4-mercapto-6-oxo-2-(6-(trifluoromethyl)pyridin-3-yl)-2,3-dihydropyridazine-1(6H)-carboxylic acid tert-butyl ester C(C)(C)(C)OC(=O)N1N(CC(=C(C1=O)C(NC1=CC=C(C=C1)F)=O)S)C=1C=NC(=CC1)C(F)(F)F